N(=C=O)C[Si](OC)(OC)OC isocyanatomethyl-trimethoxysilane